tert-Butyl 2-[5-[(6-amino-2-dimethylphosphoryl-8-oxo-7H-purin-9-yl)methyl]-2-pyridyl]-1,3,3a,4,6,6a-hexahydropyrrolo[3,4-c]pyrrole-5-carboxylate NC1=C2NC(N(C2=NC(=N1)P(=O)(C)C)CC=1C=CC(=NC1)N1CC2CN(CC2C1)C(=O)OC(C)(C)C)=O